CC1(NC(CC(C1)OC(CCCCCCCCC(=O)OC1CC(NC(C1)(C)C)(C)C)=O)(C)C)C bis(2,2,6,6-tetramethylpiperidin-4-yl)-sebacate